(R)-2-(4,4-difluoroazepan-1-yl)-4-methyl-N-(2-(S-methylsulfonimidoyl)pyridin-4-yl)-5-(trifluoromethyl)nicotinamide FC1(CCN(CCC1)C1=C(C(=O)NC2=CC(=NC=C2)[S@@](=O)(=N)C)C(=C(C=N1)C(F)(F)F)C)F